(4E)-2-AMINOHEX-4-ENOIC ACID NC(C(=O)O)C\C=C\C